ClC1=C(C=CC=C1COC1=NC(=C(C(=N1)OC)CN1[C@@H](CCC1)C(=O)O)OC)C1=C(C(=CC=C1)OCCCN1CCOCC1)C ((2-((2-chloro-2'-methyl-3'-(3-morpholinopropoxy)-[1,1'-biphenyl]-3-yl)methoxy)-4,6-dimethoxypyrimidin-5-yl)methyl)-L-proline